4-[6-[(2-methoxy-4-pyridinyl)amino]-1,3-benzothiazol-2-yl]-4-azatricyclo[5.2.1.02,6]dec-8-ene-3,5-dione COC1=NC=CC(=C1)NC1=CC2=C(N=C(S2)N2C(C3C4C=CC(C3C2=O)C4)=O)C=C1